5-(3-(2-(1-Methyl-1H-pyrazol-4-yl)ethynyl)phenoxy)-1H-1,2,3-triazole-4-carboxylic acid CN1N=CC(=C1)C#CC=1C=C(OC2=C(N=NN2)C(=O)O)C=CC1